tri(tolyl) phosphate P(=O)(OC1=C(C=CC=C1)C)(OC1=C(C=CC=C1)C)OC1=C(C=CC=C1)C